ClC1=C(C=CC=C1)C=1N=CN(C1CC(C)C)C 4-(2-chlorophenyl)-1-methyl-5-(2-methylpropyl)-1H-imidazol